[Mo].[Nb].[Cr] chromium niobium molybdenum